3-(N-(1-(bicyclo[2.2.2]oct-2-yl)ethyl)sulfamoyl)-2-methylbenzoic acid C12C(CC(CC1)CC2)C(C)NS(=O)(=O)C=2C(=C(C(=O)O)C=CC2)C